ClC1=CC=2C=3C(C=NC2C=C1)=NNC3C 8-chloro-1-methyl-2H-pyrazolo[3,4-c]quinoline